C(=O)C=1C=C(C2=C(N=C(O2)C=2C=C(C=CC2)C2=C(C=C(C=C2)C#N)C2=NN=CN2C)C1)C(F)(F)F 3'-(5-Formyl-7-(trifluoromethyl)benzo[d]oxazol-2-yl)-2-(4-methyl-4H-1,2,4-triazol-3-yl)-[1,1'-biphenyl]-4-carbonitrile